ClC1=C(C=C(C=C1)OC)CC(=O)O 2-(2-chloro-5-methoxy-phenyl)acetic acid